4-amino-N-(1-methylpiperidin-4-yl)-6-[3-(prop-2-enamido)phenyl]quinoline-3-carboxamide NC1=C(C=NC2=CC=C(C=C12)C1=CC(=CC=C1)NC(C=C)=O)C(=O)NC1CCN(CC1)C